(1S,2S,3S,6R)-4-((difluoromethoxy)methyl)-6-((4-fluorophenethyl)amino)cyclohex-4-ene-1,2,3-triol FC(OCC=1[C@@H]([C@@H]([C@H]([C@@H](C1)NCCC1=CC=C(C=C1)F)O)O)O)F